O[C@@H](C=O)CO (R)-2,3-dihydroxypropanal